C(C1=CC=CC=C1)SC[C@H](N)C(=O)O S-benzyl-cysteine